C(C)(C)(C)OC(NC1=C2N=CNC2=NC(=N1)SCCC1=CC=CC=C1)=O (2-(phenethylthio)-9H-purin-6-yl)carbamic acid tert-butyl ester